4-((2S,5R)-4-(1-(4-(cyclopropylmethoxy)phenyl)ethyl)-5-ethyl-2-methylpiperazin-1-yl)-1-methyl-2-oxo-1,2-dihydropyrido[3,2-d]Pyrimidine-6-carbonitrile C1(CC1)COC1=CC=C(C=C1)C(C)N1C[C@@H](N(C[C@H]1CC)C=1C2=C(N(C(N1)=O)C)C=CC(=N2)C#N)C